N-benzyl-6-bromo-2,3,4,9-tetrahydro-1H-carbazol-1-amine C(C1=CC=CC=C1)NC1CCCC=2C3=CC(=CC=C3NC12)Br